C1(=CC=CC=C1)/C=C/C(C)=O (E)-4-phenyl-but-3-en-2-one